2-(4-aminocyclohexyl)acetic acid isopropyl ester hydrochloride salt Cl.C(C)(C)OC(CC1CCC(CC1)N)=O